CC(C(=O)OCCC(C(C(C(C(C(F)(F)F)(C(F)(F)F)F)(F)F)(F)F)(F)F)(F)F)=C (Perfluoro-5-methylhexyl)ethyl 2-methylprop-2-enoate